trans-1-(bromomethyl)-4-methylcyclohexane BrC[C@@H]1CC[C@H](CC1)C